C1(CCCCC1)CC(OCC(CO)O)C 3-(2-cyclohexyl-1-methylethoxy)-1,2-propanediol